6-amino-3,4-dihydro-2(1H)-quinolinone NC=1C=C2CCC(NC2=CC1)=O